N(=[N+]=[N-])CC[C@@H](CO[Si](C)(C)C(C)(C)C)O[Si](C1=CC=CC=C1)(C1=CC=CC=C1)C(C)(C)C (S)-4-azido-2-((tert-butyldiphenylsilyl)oxy)-1-((tert-butyldimethylsilyl)oxy)butane